4-(3-amino-3-oxopropyl)benzoic acid methyl ester COC(C1=CC=C(C=C1)CCC(=O)N)=O